C(C)N(CCN(CCOC(OC(CCCC(=O)[O-])CCCCCCCC)=O)CCOC(OC(CCCC(=O)[O-])CCCCCCCC)=O)CC 11-(2-(diethylamino)ethyl)-5,17-dioctyl-7,15-dioxo-6,8,14,16-tetraoxa-11-azahenicosanedioate